1-((5-bromopyrazolo[1,5-a]pyridin-6-yl)oxy)propan-2-ol BrC1=CC=2N(C=C1OCC(C)O)N=CC2